(R)-(1-fluorocyclopropyl)(6-(4-(2-hydroxyphenyl)piperidin-1-yl)-2-azaspiro[3.4]Octane-2-yl)methanone FC1(CC1)C(=O)N1CC2(C1)C[C@@H](CC2)N2CCC(CC2)C2=C(C=CC=C2)O